C1(=CC=CC=C1)C(C=1N(C=CN1)COCC[Si](C)(C)C)NC(C#C[Si](C(C)C)(C(C)C)C(C)C)=O (phenyl(1-((2-(trimethylsilyl)-ethoxy)methyl)-1H-imidazol-2-yl)methyl)-3-(triisopropylsilyl)propiolamide